CC(=C)C(C(CCC=C(C)C)=O)(C)C 2,3,3,8-tetramethylnona-1,7-dien-4-one